O=C1NC(CCC1C=1C=CC(=NC1)OC1CCN(CC1)C(=O)C1CCC(CC1)C(=O)O)=O (1r,4r)-4-(4-((5-(2,6-dioxopiperidin-3-yl)pyridin-2-yl)oxy)piperidine-1-carbonyl)cyclohexane-1-carboxylic acid